2,4,7-Tribromo-3-chloro-6-methylphenazin-1-ol BrC1=C(C2=NC3=CC=C(C(=C3N=C2C(=C1Cl)Br)C)Br)O